butyl 2-[(3,4,6-trimethylpyridin-2-yl)oxy]acetate CC=1C(=NC(=CC1C)C)OCC(=O)OCCCC